sodium myristamide C(CCCCCCCCCCCCC)(=O)N.[Na]